2,6-bis(p-azidobenzenyl)cyclohexanone N(=[N+]=[N-])C1=CC=C(C=C1)C1C(C(CCC1)C1=CC=C(C=C1)N=[N+]=[N-])=O